N1(N=NC=2C=NC=CC21)C2=C(C=C(C=N2)NC(=O)C=2C=NN(C2C(F)(F)F)C2=C1C=CC=NC1=CC=C2)Cl N-(6-(1H-[1,2,3]triazolo[4,5-c]pyridin-1-yl)-5-chloropyridin-3-yl)-1-(quinolin-5-yl)-5-(trifluoromethyl)-1H-pyrazole-4-carboxamide